(3-ethoxy-N-methyl-3-oxopropionylamino)cyclopent-1-ene-1-carboxylic acid methyl ester COC(=O)C1=C(CCC1)N(C)C(CC(=O)OCC)=O